N12CCN([C@@H](CC1)C2)C2=CC=C(N)C=C2 4-((5S)-1,4-diazabicyclo[3.2.1]octan-4-yl)aniline